[NH4+].CC=1C(NC(N(C1)[C@H]1C=C[C@H](O1)OCP(O)(=O)OC1=CC=CC=C1)=O)=O [(2R,5R)-5-(5-methyl-2,4-dioxo-3H-pyrimidin-1-yl)-2,5-dihydrofuran-2-yl]oxymethyl(phenoxy)phosphinic acid ammonium